methyl 2-(formamidomethyl)-5-[4-(2-tetrahydropyran-4-yloxyethoxy)phenoxy]pyridine-4-carboxylate C(=O)NCC1=NC=C(C(=C1)C(=O)OC)OC1=CC=C(C=C1)OCCOC1CCOCC1